CN(C1CC(C1)C1=NC(=NC=C1)N(CC1=CC=C(C=C1)OCC(C)C)CC1=CC=C(C=C1)F)C (3-(dimethylamino)cyclobutyl)-N-(4-fluorobenzyl)-N-(4-isobutoxybenzyl)pyrimidin-2-amine